COC(=O)C=1N=NC(=CC1NC1=CC=C(C=C1)S(=O)C)C1=C(C=CC=C1F)F 6-(2,6-difluorophenyl)-4-((4-(methylsulfinyl)phenyl)amino)pyridazine-3-carboxylic acid methyl ester